C(=O)(OC(C)(C)C)N(NCC1=CC=C(C(=O)NC(C)C)C=C1)CC1=CC2=CC=C(C=C2C=C1)OC 4-((2-Boc-2-(6-methoxy-2-naphthylmethyl)hydrazino)methyl)-N-isopropylbenzamide